N(=[N+]=[N-])CC1(C=CC=C[NH+]1[O-])C(C)(C)O 6-(azidomethyl)-6-(2-hydroxypropan-2-yl)pyridine-1-oxide